tert-butyl 4-(1,3-dioxoisoindolin-2-yl)-3-(fluoromethyl)piperidine-1-carboxylate O=C1N(C(C2=CC=CC=C12)=O)C1C(CN(CC1)C(=O)OC(C)(C)C)CF